NC(C(CO)O)(C)O 3-amino-1,2,3-butanetriol